N1=C(C=CC=C1)C1=NC2=C(N1)C=CC=C2 2-(pyridin-2-yl)-1H-benzo[d]imidazole